[1]benzothieno[3,2-h]quinoline N1=CC=CC2=CC=C3C(=C12)SC1=C3C=CC=C1